N-(5,6-difluoro-1H-indol-3-yl)-N'-(5-oxo-5,6,7,8-tetrahydro-naphthalen-2-yl)ethanediamide FC=1C=C2C(=CNC2=CC1F)NC(C(=O)NC1=CC=2CCCC(C2C=C1)=O)=O